C(C)(C)C1=CC(=NN1)C(=O)NC1CCCC=2C3=CC(=CC=C3NC12)OC 5-isopropyl-N-(6-methoxy-2,3,4,9-tetrahydro-1H-carbazol-1-yl)-1H-pyrazole-3-carboxamide